3-Neopentylthieno[2,3-g]isoquinolin-5(6H)-one C(C(C)(C)C)C1=CSC2=CC=3C=CNC(C3C=C21)=O